1-(3-chloropropyl)-3-methylpiperidine ClCCCN1CC(CCC1)C